ClC=1C=C(C=CC1C1=CC(=C2C(=N1)C=CS2)NCCCN2CCCC2)C(=O)N2CCSCC2 (3-chloro-4-(7-((3-(pyrrolidin-1-yl)propyl)amino)thieno[3,2-b]pyridin-5-yl)phenyl)(thiomorpholino)methanone